1-(4-(6-fluoro-6-phenyl-3-azabicyclo[3.1.1]heptane-3-carbonyl)-5-methylpicolinoyl)-4-phenylpiperidine-4-carbonitrile FC1(C2CN(CC1C2)C(=O)C2=CC(=NC=C2C)C(=O)N2CCC(CC2)(C#N)C2=CC=CC=C2)C2=CC=CC=C2